O=C1NC(CCC1C1=NN(C2=CC(=CC=C12)[C@@H]1C[C@H](N(CC1)C(=O)OC(C)(C)C)C)C)=O tert-butyl (2r,4s)-4-[3-(2,6-dioxo-3-piperidinyl)-1-methyl-indazol-6-yl]-2-methyl-piperidine-1-carboxylate